C(C)(C)[C@H]1[C@@H](C[C@@H](CC1)C)OCCOCCO (1r,2s,5r)-2-[2-(2-isopropyl-5-methyl-cyclohexyloxy)ethoxy]ethanol